C(N)(=O)N1CC=2NN=C(C2C1)C=O (5-carbamoyl-1,4,5,6-tetrahydropyrrolo[3,4-c]pyrazol-3-yl)methanone